n-dodecenylsuccinic anhydride CCCCCCCCCC=CCC1CC(=O)OC1=O